N(N)C(=O)C=1C=C(C=C(C1)C)C1=NC=CC(=C1)C1CN(CC1)C(=O)OC(C)(C)C tert-butyl 3-(2-(3-(hydrazinecarbonyl)-5-methylphenyl)pyridin-4-yl)pyrrolidine-1-carboxylate